CN1C(CCC1)C(=O)NCC#C 1-methyl-N-(prop-2-yn-1-yl)pyrrolidine-2-carboxamide